chloro-3-fluoro-4-(trifluoromethyl)benzoic acid ClC1=C(C(=O)O)C=CC(=C1F)C(F)(F)F